CC1CCC(CC1)C(=O)OC Methyl 4-Methylcyclohexane-1-Carboxylate